methyl-(S)-4-bromo-3-tert-butoxycarbonylaminobutyric acid C[C@H](C(=O)O)C(CBr)NC(=O)OC(C)(C)C